NCCC(=O)[O-].[K+].C(C1=CC=CC=C1)C([C@H](N)C(=O)O)C(=O)O β-benzyl-L-Aspartic acid potassium beta-alaninate